2-(2-hydroxyethoxy)-ethanesulfonamide OCCOCCS(=O)(=O)N